FC1(CC(NCC1)C1=C(CN2C(NC(C3=C2C=CN3)=O)=C=S)C=CC=C1)F (2-(4,4-difluoropiperidin-2-yl)benzyl)-2-thiocarbonyl-1,2,3,5-tetrahydro-4H-pyrrolo[3,2-d]pyrimidin-4-one